FCC1(COC1)[C@H]1CC[C@H]2[C@@H]3CC[C@@H]4C[C@@](CC[C@@H]4[C@H]3CC[C@]12C)(O)C (3R,5R,8R,9R,10S,13S,14S,17S)-17-[3-(fluoromethyl)oxetan-3-yl]-3,13-dimethyl-2,4,5,6,7,8,9,10,11,12,14,15,16,17-tetradecahydro-1H-cyclopenta[a]phenanthren-3-ol